N-cyclopropyl-4-fluoro-2-mercapto-benzamide C1(CC1)NC(C1=C(C=C(C=C1)F)S)=O